(S)-2-((6-(1H-pyrazol-1-yl)pyrimidin-4-yl)amino)-4-(((S)-2-fluoro-3-methoxypropyl)(4-(5,6,7,8-tetrahydro-1,8-naphthyridin-2-yl)butyl)amino)butanoic acid N1(N=CC=C1)C1=CC(=NC=N1)N[C@H](C(=O)O)CCN(CCCCC1=NC=2NCCCC2C=C1)C[C@@H](COC)F